FC=1C=CC(=C(C1)C=CC(C)=O)OC 4-(5-fluoro-2-methoxyphenyl)but-3-en-2-one